BrC=1C(=NC(=NC1)NC(C1=CN=C(C=C1)C1=C(C=C(C=C1)C1=NOC(=N1)C)Cl)=O)OCCN(C)C N-(5-Bromo-4-(2-(dimethylamino)ethoxy)pyrimidin-2-yl)-6-(2-chloro-4-(5-methyl-1,2,4-oxadiazol-3-yl)phenyl)nicotinamid